[Br-].[Li+].C1(=CC=CC=C1)S(=O)(=O)NC(=O)C=1C(=NC(=CC1)N1N=C(C=C1)O[C@@H]1[C@@H]2CC[C@H](C1)C2)Cl N-(benzenesulfonyl)-2-chloro-6-[3-[(1R,2S,4S)-norbornan-2-yl]oxypyrazol-1-yl]pyridine-3-carboxamide Lithium bromid